2-cyanoethyl-2-phenylimidazole trimellitate C(C=1C(C(=O)O)=CC(C(=O)O)=CC1)(=O)O.C(#N)CCC=1N=C(NC1)C1=CC=CC=C1